ClC=1C=C(C=CC1F)[C@@H](NC(=O)N1[C@@H](C(NCC1)=O)C)C1CC2CCC(C1)C2(F)F (2R)-N-((S)-(3-chloro-4-fluorophenyl)(8,8-difluoro-bicyclo[3.2.1]oct-3-yl)methyl)-2-methyl-3-oxopiperazine-1-carboxamide